COC(C1=C(C=C(C=C1)N1CCC(CC1)C(OC)OC)OC)=O 4-(4-(dimethoxymethyl)piperidin-1-yl)-2-methoxybenzoic acid methyl ester